(R)-6-chloro-3-((1-(2-cyano-3-(((3,3-difluorocyclobutyl)methyl)amino)-7-methylquinoxalin-5-yl)ethyl)amino)picolinic acid ClC1=CC=C(C(=N1)C(=O)O)N[C@H](C)C1=C2N=C(C(=NC2=CC(=C1)C)C#N)NCC1CC(C1)(F)F